1-benzyl-5-cyclopropyl-3-(oct-4-en-4-yl)pyridine-2(1H)-one C(C1=CC=CC=C1)N1C(C(=CC(=C1)C1CC1)C(CCC)=CCCC)=O